3-((1S,5R)-8-(4-Isopropoxyphenyl)-1,3,4,5-tetrahydro-2H-1,5-methanobenzo[c]azepin-2-yl)propan-1-ol C(C)(C)OC1=CC=C(C=C1)C=1C=CC2=C([C@H]3N(CC[C@@H]2C3)CCCO)C1